ClC=1C2=C(N=CN1)N(C=C2)[C@H]2[C@@H]([C@@]([C@H](O2)COC2=CC=C1C=CC(=NC1=C2)Cl)(O)C=C)O (2R,3S,4R,5R)-5-(4-chloro-7H-pyrrolo[2,3-d]pyrimidin-7-yl)-2-(((2-chloroquinolin-7-yl)oxy)methyl)-3-vinyltetrahydrofuran-3,4-diol